tris(isodecyl) trimellitate C(C=1C(C(=O)OCCCCCCCC(C)C)=CC(C(=O)OCCCCCCCC(C)C)=CC1)(=O)OCCCCCCCC(C)C